ClC=1C(=C(C=CC1F)[C@@H](CCC1=CC=C(C=C1)Cl)NC(=O)[C@H]1NC(NC1)=O)F |o1:8| (4S)-N-((R or S)-1-(3-chloro-2,4-difluorophenyl)-3-(4-chlorophenyl)propyl)-2-oxoimidazolidine-4-carboxamide